FC1([C@@H](CNCC1)NC(=O)C=1OC2=C(N1)C=CC=C2C2=C(C=CC=C2)OCC(F)(F)F)F (R)-N-(4,4-difluoropiperidin-3-yl)-7-(2-(2,2,2-trifluoroethoxy)phenyl)benzo[d]oxazole-2-carboxamide